[1,3]Thiazole-2-carboxylic acid ethyl ester C(C)OC(=O)C=1SC=CN1